5-bromo-2-isopropoxy-1-methyl-1H-imidazole BrC1=CN=C(N1C)OC(C)C